bismuth bis(2-ethylhexanoate) C(C)C(C(=O)[O-])CCCC.C(C)C(C(=O)[O-])CCCC.[Bi+2]